COC1=C(OCC2=NC=CN=C2)C=CC(=C1)[N+](=O)[O-] (2-methoxy-4-nitrophenoxy)methylpyrazine